perfluoro-2,5-dimethyl-3,6-dioxanonylammonium F[N+](C(C(OC(C(OC(C(C(F)(F)F)(F)F)(F)F)(C(F)(F)F)F)(F)F)(C(F)(F)F)F)(F)F)(F)F